C(C)(C)(C)OC(=O)N1[C@@H](CCC(C1)(C)O)CO (2S)-5-hydroxy-2-(hydroxymethyl)-5-methylpiperidine-1-carboxylic acid tert-butyl ester